2-[5-[(3R)-3-amino-5-[(4-chlorophenyl)methyl]-8-methyl-1,1,4-trioxo-2,3-dihydro-1lambda6,5-benzothiazepin-7-yl]-1,3,4-oxadiazol-2-yl]-2-methyl-propanenitrile N[C@H]1CS(C2=C(N(C1=O)CC1=CC=C(C=C1)Cl)C=C(C(=C2)C)C2=NN=C(O2)C(C#N)(C)C)(=O)=O